ClC1=CC=C(OCCN)C=C1 2-(4-chlorophenoxy)ethanamine